C1(CC1)N1CCC(CC1)N1CCC(CC1)C=1C=CC2=C(NC(=N2)C2=CC=C(C=C2)S(=O)(=O)C)C1F 6-(1'-Cyclopropyl-[1,4'-bipiperidin]-4-yl)-7-fluoro-2-(4-(methylsulfonyl)phenyl)-1H-benzo[d]imidazol